NC1=C(C(=O)OC)C=C(C=C1)Br methyl 2-amino-5-bromobenzoate